C1(CC1)N1C2(CC2)CN(CC1)C1=C(C=C(C(=C1)OC)C1=NC=C2C=C(C=3N(C2=C1)C=CN3)C3=C(C(=CC(=C3Cl)OC)OC)Cl)NC(C=C)=O N-(2-(4-cyclopropyl-4,7-diazaspiro[2.5]oct-7-yl)-5-(4-(2,6-dichloro-3,5-dimethoxyphenyl)imidazo[1,2-a][1,6]naphthyridin-8-yl)-4-methoxyphenyl)acrylamide